4-[6-(2-aminoethyl)pyridin-3-yl]-3-[5-(4-fluorophenyl)-2-methylpyrazol-3-yl]oxybenzonitrile NCCC1=CC=C(C=N1)C1=C(C=C(C#N)C=C1)OC=1N(N=C(C1)C1=CC=C(C=C1)F)C